(5-amino-2-(dimethylamino)phenyl)methanol NC=1C=CC(=C(C1)CO)N(C)C